(S)-N-(1,2,3,4-tetrahydronaphthalen-1-yl)-2-(1H-1,2,4-triazol-1-yl)pyrido[3,2-d]pyrimidin-4-amine [C@@H]1(CCCC2=CC=CC=C12)NC=1C2=C(N=C(N1)N1N=CN=C1)C=CC=N2